N-ethyl-N'-(3-(methyl)aminomethyl-1,2,3,4-tetrahydro-9H-carbazol-6-yl)thiourea citrate C(CC(O)(C(=O)O)CC(=O)O)(=O)O.C(C)NC(=S)NC=1C=C2C=3CC(CCC3NC2=CC1)CNC